COC1=CC=C(C=N1)NC(=O)[C@@H]1CC12CCN(CC2)C(=O)OC(C(F)(F)F)C(F)(F)F 1,1,1,3,3,3-hexafluoropropan-2-yl (R)-1-((6-methoxypyridin-3-yl)carbamoyl)-6-azaspiro[2.5]octane-6-carboxylate